ClC=1C=C2C(=NC1)[C@]1([C@@](O2)([C@@H]([C@H]([C@H]1O)C(=O)OC)C1=CC=CC=C1)C1=CC=C(C=C1)Cl)O |r| rac-methyl (5aR,6S,7R,8R,8aS)-3-chloro-5a-(4-chlorophenyl)-8,8a-dihydroxy-6-phenyl-5a,7,8,8a-tetrahydro-6H-cyclopenta[4,5]furo[3,2-b]pyridine-7-carboxylate